FC=1C=C(CC=2C=CC=3N(N2)C(=CN3)NC(C3=C(C=C(C=C3)N3CCN(CC3)C)NC3CCOCC3)=O)C=C(C1)F N-(6-(3,5-difluorobenzyl)imidazo[1,2-b]pyridazin-3-yl)-4-(4-methylpiperazin-1-yl)-2-((tetrahydropyran-4-yl)amino)-benzamide